4-(methoxycarbonyloxy)phenylbenzyl-methyl-sulfonium COC(=O)OC1=CC=C(C=C1)[S+](C)CC1=CC=CC=C1